COCCCOCCCCCNC 5-(3-methoxypropoxy)-N-methylpentan-1-amine